BrC1=CC(CN(C1CO)C)C(=O)N(CC)CC 5-bromo-N,N-diethyl-6-(hydroxymethyl)-1-methyl-1,2,3,6-tetrahydropyridine-3-carboxamide